(2-acetamidothiazol-5-ylmethyl)-N-(4-isopropylphenyl)piperidine-4-carboxamide C(C)(=O)NC=1SC(=CN1)CN1CCC(CC1)C(=O)NC1=CC=C(C=C1)C(C)C